(S and R)-4-(aminomethyl)-1-cyclopropylpyrrolidin-2-one NC[C@@H]1CC(N(C1)C1CC1)=O |r|